ClC1=C(C=CC=C1)NC(C1=CC=C(C=C1)C1=CC2=C(N=C(N=C2)NC)N2C1=NCC2)=O N-(2-chlorophenyl)-4-(2-(methylamino)-8,9-dihydroimidazo[1',2':1,6]pyrido[2,3-d]pyrimidin-6-yl)benzamide